(spiro[3.3]heptan-2-yl)acetamide C1C(CC12CCC2)CC(=O)N